C(C)OC(CC1=CC=CC2=C1O[C@@H](CN2C2CC2)C=2C=C(C1=C(C=CO1)C2)C2=C(C(=CC=C2)CN)F)=O |r| (±)-2-(2-(7-(3-(Aminomethyl)-2-fluorophenyl)benzofuran-5-yl)-4-cyclopropyl-3,4-dihydro-2H-benzo[b][1,4]oxazin-8-yl)acetic acid ethyl ester